NC1=C(C=C(C=N1)B(O)O)C(NC1=CC(=NC=C1)C#CC(C)(C)O)=O (6-amino-5-((2-(3-hydroxy-3-methylbut-1-yn-1-yl)pyridin-4-yl)carbamoyl)pyridin-3-yl)boronic acid